4-(4-Chlorobenzyl)-4H-thieno[3,2-b]pyrrole-5-carboxylic acid methyl ester COC(=O)C1=CC2=C(N1CC1=CC=C(C=C1)Cl)C=CS2